C/C/1=C\\CC[C@@]2([C@@H](O2)CC(/C=C/C1=O)(C)C)C The molecule is a sesquiterpenoid that is the 2, 3-epoxy derivative of zerumbone. Isolated from Zingiber zerumbet, it exhibits inhibitory activity against nitric oxide synthase. It has a role as a metabolite and an EC 1.14.13.39 (nitric oxide synthase) inhibitor. It is a sesquiterpenoid, a cyclic ketone, an enone and an epoxide. It derives from a zerumbone. It derives from a hydride of an alpha-humulene.